bis-(dimethylamino-methyl)-phenol CN(C)CC=1C(=C(C=CC1)O)CN(C)C